CS(=O)(=O)OCC1=CC=C(C=C1)N1C(=NC=2C1=NC(=CC2)N2CCC2)C=2C(=NC=CC2)N 4-(2-(2-aminopyridin-3-yl)-5-(azetidin-1-yl)-3H-imidazo[4,5-b]pyridin-3-yl)benzyl methanesulfonate